CCCCCCCCCCCCCCCC(CC(CCCCCCCCCCCC)=O)=O n-triacontane-16,18-dione